tert-butyl (3s,4r)-4-((4-(3-(2,6-bis(benzyloxy) pyridin-3-yl)-1-methyl-1H-indazol-6-yl) piperidin-1-yl) methyl)-3-methylpiperidine-1-carboxylate C(C1=CC=CC=C1)OC1=NC(=CC=C1C1=NN(C2=CC(=CC=C12)C1CCN(CC1)C[C@H]1[C@@H](CN(CC1)C(=O)OC(C)(C)C)C)C)OCC1=CC=CC=C1